dipotassium 4-methylcyclohexane-1,2-dicarboxylate CC1CC(C(CC1)C(=O)[O-])C(=O)[O-].[K+].[K+]